3-Amino-8-(3-morpholinophenyl)-N-propylimidazo[1,2-a]pyridine-2-carboxamide NC1=C(N=C2N1C=CC=C2C2=CC(=CC=C2)N2CCOCC2)C(=O)NCCC